BrC=1SC2=C(N1)CC(/C(/C2=O)=C\C(=O)OCC)C ethyl (E)-2-(2-bromo-5-methyl-7-oxo-4,7-dihydrobenzo[d]thiazol-6(5H)-ylidene)acetate